hexamethyldimethyl-siloxaine CC1(C(C(O[Si](C1)(C)C)(C)C)(C)C)C